(1s,4s)-4-aminocyclohexyl ether NC1CCC(CC1)OC1CCC(CC1)N